(6E,10E)-2-bromo-13-((S)-6-((tert-butyldimethylsilyl)oxy)-2,5,7,8-tetramethyl-chroman-2-yl)-2,6,10-trimethyltridecan-6,10-dien-3-ol BrC(C)(C(CC\C(=C\CC\C(=C\CC[C@@]1(OC2=C(C(=C(C(=C2CC1)C)O[Si](C)(C)C(C)(C)C)C)C)C)\C)\C)O)C